C(#N)C1=C(C=CC=C1)C1=CC(=CC=C1)C1=NC(=NO1)C1N(CCC1)C#N 2-(5-(2'-Cyano-[1,1'-biphenyl]-3-yl)-1,2,4-oxadiazol-3-yl)pyrrolidine-1-carbonitrile